methyl 2-((tert-butoxycarbonyl)amino)-2-(4-(N-hydroxycarbamimidoyl)thiophen-2-yl)acetate C(C)(C)(C)OC(=O)NC(C(=O)OC)C=1SC=C(C1)C(NO)=N